(3-bromo-4-methylphenyl)(cyclopropyl)methanone BrC=1C=C(C=CC1C)C(=O)C1CC1